2-amino-N-[4-(2-phenylethynyl)phenyl]acetamide ethyl-7-cyano-4-(isopropylamino)-5H-pyrrolo[3,2-b:4,5-b']dipyridine-3-carboxylate C(C)OC(=O)C=1C(=C2C(=NC1)C1=NC=C(C=C1N2)C#N)NC(C)C.NCC(=O)NC2=CC=C(C=C2)C#CC2=CC=CC=C2